COC(C(C=C(CO)N)=O)=O.NC(=CC(C(Cl)(Cl)Cl)=O)CO 4-Amino-1,1,1-trichloro-5-hydroxy-pent-3-en-2-on Methyl-4-amino-5-hydroxy-2-oxo-pent-3-enoat